C1=CC2=C(C(=C1)Cl)SC=C2COC(CN3C=CN=C3)C4=C(C=C(C=C4)Cl)Cl The molecule is a member of the class of imidazoles that carries a 2-[(7-chloro-1-benzothiophen-3-yl)methoxy]-2-(2,4-dichlorophenyl)ethyl group at position 1. It is a dichlorobenzene, an ether, a member of imidazoles and a member of 1-benzothiophenes.